C1(CC1)C1=CC(=CC=2CCOC21)NC(C2=C(C=C(C=C2)NS(=O)(=O)CC)N2CCC1(CC1)CC2)=O N-(7-cyclopropyl-2,3-dihydrobenzofuran-5-yl)-4-(ethylsulfonamido)-2-(6-azaspiro[2.5]octan-6-yl)benzamide